C(C)(C)(C)[Si](C)(C)OCC1=C2C(=NNC2=CC=C1)I tert-butyl-[(3-iodo-1H-indazol-4-yl)methoxy]-dimethyl-silane